FC1=CC=C(C=C1)C1=NN2C(N=CC(=C2)C(=O)C2=C(C=CC(=C2)[N+](=O)[O-])O)=C1 (2-(4-fluorophenyl)pyrazolo[1,5-a]pyrimidin-6-yl)(2-hydroxy-5-nitrophenyl)methanone